N-(diphenylmethyl)-O-(phenylmethyl)serinamide C1(=CC=CC=C1)C(NC([C@@H](N)COCC1=CC=CC=C1)=O)C1=CC=CC=C1